BrC=1C(=NC=C(C1)CC)NC(=O)[C@@H]1N(CCC1)C(=O)OCC1=CC=CC=C1 benzyl (R)-2-[(3-bromo-5-ethylpyridin-2-yl)carbamoyl]pyrrolidine-1-carboxylate